6-chloro-2-(2-methoxyethoxy)-3-methylpyridine ClC1=CC=C(C(=N1)OCCOC)C